Cl.Cl.N[C@H](CC1=C(C=2N=C(N=C(C2S1)NCC1=C(C=NC=C1)F)Cl)Br)C 6-[(2S)-2-aminopropyl]-7-bromo-2-chloro-N-[(3-fluoro-4-pyridyl)methyl]thieno[3,2-d]pyrimidin-4-amine dihydrochloride